ClC=1C=C(N)C=C(C1OC=1C=C2C(=CN(C2=CC1)S(=O)(=O)C1=CC=C(C=C1)C)C(C)C)Cl 3,5-dichloro-4-[[3-isopropyl-1-(4-methylbenzenesulfonyl)-indol-5-yl]oxy]aniline